{(5-[6-(trifluoromethyl)pyridin-3-yl]-1,3,4-oxadiazol-2-yl)amino}pyrrolidin-2-on FC(C1=CC=C(C=N1)C1=NN=C(O1)NN1C(CCC1)=O)(F)F